C(C=C)(=O)N1[C@H](CN(CC1)C1=NC(=NC=2CC(CCC12)N1CCCC2=CC=CC=C12)N1CC(C1)N(C)C)CC#N 2-((2S)-1-Acryloyl-4-(7-(3,4-dihydroquinolin-1(2H)-yl)-2-(3-(dimethylamino)azetidin-1-yl)-5,6,7,8-tetrahydroquinazolin-4-yl)piperazin-2-yl)acetonitrile